C(#N)C1=CC(=C(C=C1)N1CC(N(C2(CN(C2)C(=O)NC)C1=O)CC1=CC=C(C=C1)C(F)(F)F)=O)F 8-(4-cyano-2-fluorophenyl)-N-methyl-6,9-dioxo-5-(4-(trifluoromethyl)benzyl)-2,5,8-triazaspiro[3.5]nonane-2-carboxamide